C1(=CC=CC=C1)C1=NC(=NC(=N1)C1=CC=CC=C1)C=1C=2C=3C=C(C=CC3OC2C=CC1)C1=CC(=CC=C1)C1=CC=C2C=3C=CC=CC3C3(C2=C1)C1=CC=CC=C1C=1C=CC=CC13 2,4-Diphenyl-6-[12-(3-{9,9'-spirobi[fluoren]-7-yl}phenyl)-8-oxatricyclo[7.4.0.02,7]trideca-1(9),2(7),3,5,10,12-hexaen-3-yl]-1,3,5-triazine